N-(4-((3,3-difluoropyrrolidin-1-yl)methyl)thiazol-2-yl)-2-methyl-5-(3-(trifluoromethyl)phenyl)furan-3-carboxamide FC1(CN(CC1)CC=1N=C(SC1)NC(=O)C1=C(OC(=C1)C1=CC(=CC=C1)C(F)(F)F)C)F